NC(CC(CC(=O)O)C(=O)O)C(=O)O 4-amino-1,2,4-butanetricarboxylic acid